C1NCC(C2=CC=CC=C12)=O 2,3-dihydroisoquinolin-4(1H)-one